2-ethyl-1-[6'-methyl-2'-(quinolin-3-yl)-5',6'-dihydrospiro[azetidine-3,4'-pyrrolo[1,2-b]pyrazol]-1-yl]butan-1-one C(C)C(C(=O)N1CC2(CC(N3N=C(C=C32)C=3C=NC2=CC=CC=C2C3)C)C1)CC